(R)-4-(1-ethyl-1H-1,2,3-triazol-4-yl)-2-fluoro-N-(3-methylthieno[3,2-c]pyridin-4-yl)-N-(piperidin-3-yl)benzamide C(C)N1N=NC(=C1)C1=CC(=C(C(=O)N([C@H]2CNCCC2)C2=NC=CC3=C2C(=CS3)C)C=C1)F